3-(2-(4,4-difluoropiperidin-1-yl)-6-methylpyridin-4-yl)-5-(4-iodo-2-(6-azaspiro[2.5]oct-6-yl)phenyl)-1,2,4-oxadiazole FC1(CCN(CC1)C1=NC(=CC(=C1)C1=NOC(=N1)C1=C(C=C(C=C1)I)N1CCC2(CC2)CC1)C)F